2-phenylbenzoquinoxaline C1(=CC=CC=C1)C1=NC2=C3C(=CC=C2N=C1)C=CC=C3